(1S,3R)-1-(5-(azetidin-3-ylmethyl)-3-methylthiophen-2-yl)-2-(2-fluoro-2-methylpropyl)-3-methyl-2,3,4,9-tetrahydro-1H-pyrido[3,4-b]indole N1CC(C1)CC1=CC(=C(S1)[C@H]1N([C@@H](CC2=C1NC1=CC=CC=C21)C)CC(C)(C)F)C